3-(2-(2-chloro-6-(methyl-d3)pyridin-3-yl)ethyl)-3-((4-methoxybenzyl)amino)pyrrolidine-1-carboxylic acid tert-butyl ester C(C)(C)(C)OC(=O)N1CC(CC1)(NCC1=CC=C(C=C1)OC)CCC=1C(=NC(=CC1)C([2H])([2H])[2H])Cl